p-tert-butylphenyl-trichloroethanone C(C)(C)(C)C1=CC=C(C=C1)C(C(Cl)(Cl)Cl)=O